ClC1=CC=C(C=C1)C=1C=NOC1C1=CC=C(C2=CC=CC=C12)OC 4-(4-chlorophenyl)-5-(4-methoxynaphthalene-1-yl)isoxazole